(S)-5-(3-cyanobenzyl)-N-(5-methyl-4-oxo-2,3,4,5-tetrahydrobenzo[b][1,4]oxazepin-3-yl)thiazole-2-carboxamide C(#N)C=1C=C(CC2=CN=C(S2)C(=O)N[C@@H]2C(N(C3=C(OC2)C=CC=C3)C)=O)C=CC1